C(#N)C=1C=NC2=CC(=C(C=C2C1NC1=CC(=CC=C1)C#C)NC(\C=C\CN(C)C)=O)OCC (E)-N-(3-cyano-7-ethoxy-4-(3-ethynylphenylamino)quinolin-6-yl)-4-(dimethylamino)but-2-enamide